N-(7-(6-(benzo[d]thiazol-2-ylmethoxy)-4-(piperidine-1-carbonyl)quinoline-2-carbonyl)-7-azaspiro-[3.5]nonan-2-yl)acetamide S1C(=NC2=C1C=CC=C2)COC=2C=C1C(=CC(=NC1=CC2)C(=O)N2CCC1(CC(C1)NC(C)=O)CC2)C(=O)N2CCCCC2